FC=1C=CC=C2C(NC=NC12)=O 8-fluoroquinazolin-4(3H)-one